C(C)(C)(C)C1=NN=C(O1)C(=O)NCC1=C(C=C(C=C1)C1=NC=NN2C1=CC(=C2)C=2C=NN(C2)C)OC 5-(tert-butyl)-N-(2-methoxy-4-(6-(1-methyl-1H-pyrazol-4-yl)pyrrolo[2,1-f][1,2,4]triazin-4-yl)benzyl)-1,3,4-oxadiazole-2-carboxamide